C(C)(C)(C)OC(=O)N1C[C@H](N(CC1)CC1=CC=CC=C1)C=O (S)-4-benzyl-3-formylpiperazine-1-carboxylic acid tert-butyl ester